N1,N4-di-sec-butyl-N1,N4-diamyl-benzene-1,4-diamine C(C)(CC)N(C1=CC=C(C=C1)N(CCCCC)C(C)CC)CCCCC